FC1=C(OC2C[C@H]3[C@H](CN(C3)C[C@H](C3=NC=C(C=C3)O)O)C2)C=CC=C1 (3aS,5S,6aR)-5-(2-fluorophenoxy)-2-((R)-2-hydroxy-2-(5-hydroxypyridin-2-yl)ethyl)hexahydrocyclopenta[c]pyrrol